C1CCCCCO1 hexamethylenoxid